4-fluoro-N-(5-phenylisoxazol-3-yl)benzenesulfonamide FC1=CC=C(C=C1)S(=O)(=O)NC1=NOC(=C1)C1=CC=CC=C1